4-bromo-3,5-dihydroxybenzoic acid BrC1=C(C=C(C(=O)O)C=C1O)O